C(C)(C)(C)OC(C1=CC=C(C=C1)CN)=O 4-(aminomethyl)benzoic acid tert-butyl ester